tert-butyl (2S,4S)-4-(8-chloro-7-(3-chloro-2-methylphenyl)-6-fluoro-4-(methylsulfonyl)-1H-imidazo[4,5-c]quinolin-1-yl)-2-(cyanomethyl)piperidine-1-carboxylate ClC1=CC=2C3=C(C(=NC2C(=C1C1=C(C(=CC=C1)Cl)C)F)S(=O)(=O)C)N=CN3[C@@H]3C[C@H](N(CC3)C(=O)OC(C)(C)C)CC#N